1-phenylethylammonium C1(=CC=CC=C1)C(C)[NH3+]